(+-)-3-(1H-indol-4-yl)-1,4-oxazepan N1C=CC2=C(C=CC=C12)[C@@H]1COCCCN1 |r|